BrC=1C(=C2C=3C(=NC(=NC3C1F)OC[C@]13CCCN3C[C@@H](C1)F)N(C(CO2)C2COC2)CC(F)F)Cl 9-bromo-8-chloro-4-(2,2-difluoroethyl)-10-fluoro-2-(((2R,7aS)-2-fluorotetrahydro-1H-pyrrolizin-7a(5H)-yl)methoxy)-5-(oxetan-3-yl)-5,6-dihydro-4H-[1,4]oxazepino[5,6,7-de]quinazoline